ClC=1C=CC(=C(C1)C1=C2C(=NC(=C1)C)C(=CS2)C(=O)O)OCCN2C(=NC=1CC[C@@](CC1C2=O)(N2CCC(CC2)OC(F)(F)F)C)C (S)-7-(5-chloro-2-(2-(2,6-dimethyl-4-oxo-6-(4-(trifluoromethoxy)piperidin-1-yl)-5,6,7,8-tetrahydroquinazolin-3(4H)-yl)ethoxy)phenyl)-5-methylthieno[3,2-b]pyridine-3-carboxylic acid